ergosta-7,22-diene-3beta-yl palmitate C(CCCCCCCCCCCCCCC)(=O)O[C@@H]1CC2CC=C3[C@@H]4CC[C@H]([C@@H](C=C[C@@H](C(C)C)C)C)[C@]4(CC[C@@H]3[C@]2(CC1)C)C